CC1=CC=C(C=C1)S(=O)(=O)O.N1=CN=C(C2=C1NC=C2)N[C@@H]2CC[C@@H](N(C2)C(C=C)=O)C 1-((2S,5R)-5-((7H-pyrrolo[2,3-d]pyrimidin-4-yl)amino)-2-methyl-piperidin-1-yl)prop-2-en-1-one p-toluenesulfonate